CC(C(=O)N)(C)N1C(OCCC1)=O methyl-2-(2-oxo-1,3-oxazinan-3-yl)propanamide